CN1C[C@H]([C@@H](CC1)NC=1C=2C=C(N(C2C=CC1)CC(F)(F)F)C#CCNC1=C(C=C(C=C1)S(=O)(=O)C)OC)C N-((3R,4R)-1,3-dimethylpiperidin-4-yl)-2-(3-((2-methoxy-4-(methylsulfonyl)phenyl)amino)prop-1-yn-1-yl)-1-(2,2,2-trifluoroethyl)-1H-indol-4-amine